CC1C(CCC(C1)N)(C1CCC(CC1)N)C dimethyl-4,4'-diaminobicyclohexane